C(C)(C)(C)OC(=O)N[C@H](C(=O)O)CC1=CC=C(C=C1)OCCCCN1CCC(CC1)=C1C2=C(CCC=3C1=NC=CC3)C=C(C=C2)Cl (S)-2-((t-butoxycarbonyl)amino)-3-(4-(4-(4-(8-chloro-5,6-dihydro-11H-benzo[5,6]cyclohepta[1,2-b]pyridin-11-ylidene)piperidin-1-yl)butoxy)phenyl)propionic acid